COCCNCC(CNCC(=O)OCCOCCOCCOCCOCC(COCCCCCCCC(=O)OCCCCCCCCC)OCCCCCCCC(=O)OCCCCCCCCC)=O nonyl 8-[3-[2-[2-[2-[2-[2-[[3-(2-methoxyethylamino)-2-oxo-propyl]amino]acetyl]oxyethoxy]ethoxy]ethoxy]ethoxy]-2-(8-nonoxy-8-oxo-octoxy)propoxy]octanoate